FC1=C(C=C(C=C1)F)C1CCN(CC1)C(CN1N=C(C2=C1CCC2)C(=O)N2C[C@H](O[C@H](C2)C)C)=O 1-[4-(2,5-difluorophenyl)piperidin-1-yl]-2-{3-[(2R,6S)-2,6-dimethylmorpholine-4-carbonyl]-5,6-dihydrocyclopenta[c]pyrazol-1(4H)-yl}ethan-1-one